COC1=C2N(C=NC2=NC=N1)CC1=CC=C(C=C1)B(O)O 4-((6-methoxypurin-7-yl)methyl)phenylboronic acid